4-(4-(Dibutylamino)Styryl)Pyridinium C(CCC)N(C1=CC=C(C=CC2=CC=[NH+]C=C2)C=C1)CCCC